[Si].[Li] Lithium-Silicon